3-(3-((4-(1-(6-((5-fluoro-4-(4-fluoro-1-isopropyl-2-methyl-1H-benzo[d]imidazol-6-yl)pyrimidin-2-yl)amino)pyridin-3-yl)piperidin-4-yl)piperazin-1-yl)methyl)phenyl)piperidine-2,6-dione FC=1C(=NC(=NC1)NC1=CC=C(C=N1)N1CCC(CC1)N1CCN(CC1)CC=1C=C(C=CC1)C1C(NC(CC1)=O)=O)C=1C=C(C2=C(N(C(=N2)C)C(C)C)C1)F